2-(methacryloyloxyethyl)-n-hexadecyl-methylammonium bromide [Br-].C(C(=C)C)(=O)OCCC(C[NH2+]C)CCCCCCCCCCCCCC